BrCC1=CC2=C(OC(CO2)C=2C=CC(=NC2)OC)C(=C1)OC 5-(6-(bromomethyl)-8-methoxy-2,3-dihydrobenzo[b][1,4]dioxin-2-yl)-2-methoxypyridine